C1(=CC=C(C=C1)P(OCC)(OCC)=O)C Diethyl p-tolylphosphonate